(S)-4-(((9H-Fluoren-9-yl)methoxy)carbonyl)-6,6-dimethylmorpholine-3-carboxylic acid C1=CC=CC=2C3=CC=CC=C3C(C12)COC(=O)N1[C@@H](COC(C1)(C)C)C(=O)O